S1C(SCCC1)C1=NNC=C1C1=CC=CC=C1 3-(1,3-dithian-2-yl)-4-phenyl-1H-pyrazole